C(CCCCCCC\C=C/CCCCCCCC)OC(CC[N+](CC)(CC)CC)OCCCCCCCC\C=C/CCCCCCCC dioleoxypropyl-triethylAmmonium